8-bromo-3,4-dihydro-2H-spiro[benzo[f][1,4]oxazepine-5,3'-oxetane] BrC1=CC2=C(C=C1)C1(COC1)NCCO2